ClC=1C=C(C=CC1Cl)C=1C=C2C(=NC1)C=NN2 6-(3,4-Dichlorophenyl)pyrazolo[4,3-b]pyridin